tert-butyl 4-(7-bromo-6-(difluoromethoxy)-8-fluoro-2-((tetrahydro-1H-pyrrolizin-7a(5H)-yl)methoxy)quinazolin-4-yl)piperazine-1-carboxylate BrC1=C(C=C2C(=NC(=NC2=C1F)OCC12CCCN2CCC1)N1CCN(CC1)C(=O)OC(C)(C)C)OC(F)F